CN1N=C(C2=CC(=CC=C12)C=1N=C(N2C1CN(CC2)C(C)=O)C2COCC2)C=2C=NN(C2)C 1-(1-(1-methyl-3-(1-methyl-1H-pyrazol-4-yl)-1H-indazol-5-yl)-3-(tetrahydrofuran-3-yl)-5,6-dihydroimidazo[1,5-a]pyrazin-7(8H)-yl)ethan-1-one